N-acetylurea C(C)(=O)NC(=O)N